tert-Butyl 4-(5-((6-(3,5-dichlorophenyl)-4-((4-((3-methylureido)methyl)piperidin-1-yl)methyl)pyridin-2-yl)oxy)pyridin-2-yl)piperazine-1-carboxylate ClC=1C=C(C=C(C1)Cl)C1=CC(=CC(=N1)OC=1C=CC(=NC1)N1CCN(CC1)C(=O)OC(C)(C)C)CN1CCC(CC1)CNC(=O)NC